5-hydroxy-6-((R)-5H-imidazo[5,1-a]isoindol-5-yl)-5,6,7,8-tetrahydroquinoline-2-carboxamide OC1C=2C=CC(=NC2CCC1[C@H]1N2C(C3=CC=CC=C13)=CN=C2)C(=O)N